N-(2-isopropylphenyl)-4-methyl-5-(quinolin-5-yl)nicotinamide C(C)(C)C1=C(C=CC=C1)NC(C1=CN=CC(=C1C)C1=C2C=CC=NC2=CC=C1)=O